C1(CC1)C1=CC=CC=2C=3N(C=NC12)N=C(N3)C3=CC=C(C=C3)OC 7-cyclopropyl-2-(4-methoxyphenyl)[1,2,4]triazolo[1,5-c]quinazolin